6-(1-methyl-1H-pyrazol-4-yl)picolinamide CN1N=CC(=C1)C1=CC=CC(=N1)C(=O)N